tert-Butyl (S)-((3,4-dihydro-1H-[1,4]oxazino[4,3-b]indazol-1-yl)methyl)(methyl)carbamate [C@H]1(OCCN2N=C3C=CC=CC3=C21)CN(C(OC(C)(C)C)=O)C